OC12C(C=3C=C(SC3N=C2N(CC1)C1=CC=C(C=C1)CO)C)=O 9-Hydroxy-12-[4-(hydroxymethyl)phenyl]-5-methyl-4-thia-2,12-diazatricyclo[7.3.0.03,7]dodeca-1,3(7),5-trien-8-on